dimethyl-suberimide (dimethyl suberimidate) CC(C(O)=N)(CCCCCC(O)=N)C.CC1(C(=O)NC(CCCCC1)=O)C